ethyl 2-((ethoxycarbonyl) (isobutyl) amino)-2-ethylbutyrate C(C)OC(=O)N(C(C(=O)OCC)(CC)CC)CC(C)C